COC=1C=C(C=CC1)P(C(C(=C)B1OC(C(O1)(C)C)(C)C)C1=CC=C(C=C1)C)(C1=CC(=CC=C1)OC)=O bis(3-methoxyphenyl)(2-(4,4,5,5-tetramethyl-1,3,2-dioxaborolan-2-yl)-1-(p-tolyl)allyl)phosphine oxide